benzyl 3-(3-hydroxypropoxy)-3-[4-(methoxymethyl)-1,2-dicobaltatricyclo[1.1.0.02,4]butan-3-yl]azetidine-1-carboxylate OCCCOC1(CN(C1)C(=O)OCC1=CC=CC=C1)C12[Co]3[Co]2C13COC